4-{[2-fluoro-6-(hydroxymethyl)phenyl]amino}-2-[(6-methoxy-2-methyl-1,2,3,4-tetrahydroisoquinolin-7-yl)amino]pyrimidine-5-carboxamide FC1=C(C(=CC=C1)CO)NC1=NC(=NC=C1C(=O)N)NC1=C(C=C2CCN(CC2=C1)C)OC